perfluoro butyl ethylene tert-butyl (2-((4-amino-6-(4-((5-(tert-butyl)-1,3,4-oxadiazole-2-carboxamido)methyl)-3-methylphenyl)pyrimidin-5-yl)oxy)ethyl)(methyl)carbamate NC1=NC=NC(=C1OCCN(C(OC(C)(C)C)=O)C)C1=CC(=C(C=C1)CNC(=O)C=1OC(=NN1)C(C)(C)C)C.FC(=C(F)F)C(C(C(C(F)(F)F)(F)F)(F)F)(F)F